[Si].[Mg].[Al] aluminium-magnesium-silicon